OC(CN(CCCC(=O)OCCN1CCN(CC1)CCSSCCCN(CC(CCCCCCCCCC)O)CC(CCCCCCCCCC)O)CC(CCCCCCCCCC)O)CCCCCCCCCC 2-(4-(2-((3-(Bis(2-hydroxydodecyl)amino)propyl)disulfaneyl)ethyl)piperazin-1-yl)ethyl 4-(bis(2-hydroxydodecyl)amino)butanoate